[K].FCCN1CCC(CC1)S(=O)(=O)NC(NC1=C2CCCC2=CC=2CCCC12)=O 1-(2-Fluoroethyl)-N-((1,2,3,5,6,7-hexahydro-s-indacen-4-yl)carbamoyl)piperidine-4-sulfonamide, Potassium Salt